N=1NN=NC1COC1=CC(=C(C(=O)OC)C=C1)OC methyl 4-((2H-tetrazol-5-yl) methoxy)-2-methoxybenzoate